C1(=CC=C(C=C1)NC1=CC=C(C=C1)C1=CC(=CC=C1)C1=CC=CC2=CC=CC=C12)C1=CC=CC=C1 N-[1,1'-biphenyl]-4-yl-3'-(1-naphthyl)-[1,1'-biphenyl]-4-amine